(S)-3-(7-methyl-1H-benzo[d]imidazol-5-yl)-4-(4-propoxyphenyl)oxazolidin-2-one CC1=CC(=CC2=C1NC=N2)N2C(OC[C@@H]2C2=CC=C(C=C2)OCCC)=O